N-(2,4,6-tribromophenyl)2-(4-fluorophenyl)imidazoline BrC1=C(C(=CC(=C1)Br)Br)N1C(=NCC1)C1=CC=C(C=C1)F